OCC(C(=O)NC)OC1=CC=C2C(=CC(OC2=C1)=O)C1=C(C=CC=C1)C 3-hydroxy-N-methyl-2-[4-(o-tolyl)-2-oxo-chromen-7-yl]oxy-propanamide